C(C=C)OC1=C(C=C(C(=O)OC)C=C1)C=O methyl 4-allyloxy-3-formylbenzoate